(R)-N-(1-cyanopyrrolidin-3-yl)-[2,4-bipyridine]-2-carboxamide C(#N)N1CC(CC1)NC(=O)[C@]1(NC=CC=C1)C1=CC=NC=C1